(3-(hydroxyimino)propyl)(isopropyl)phosphinic acid ON=CCCP(O)(=O)C(C)C